boron-platinum [Pt].[B]